2-(2,4-difluorophenyl)-5-((5-hydroxypentyl)oxy)isoindoline-1,3-dione FC1=C(C=CC(=C1)F)N1C(C2=CC=C(C=C2C1=O)OCCCCCO)=O